C(#N)C1=NC2=CC(=CC(=C2N=C1N1C2CCC1C1=CC=CC=C21)[C@@H](C)NC2=C(C(=O)O)C=CC=C2)C 2-(((1R)-1-(2-cyano-7-methyl-3-(1,2,3,4-tetrahydro-1,4-epiminonaphthalen-9-yl)quinoxalin-5-yl)ethyl)amino)benzoic acid